undecyl-tris-(2-methoxyethoxy)silane C(CCCCCCCCCC)[Si](OCCOC)(OCCOC)OCCOC